BrC=1C=CC(N(C1)CCS(=O)(=O)C)=O 5-bromo-1-(2-(methylsulfonyl)ethyl)pyridin-2(1H)-one